ClC1=C(C(=CC(=C1)F)Cl)C=1C=CC(=C2C=CC=NC12)C[C@@H](C(=O)OC)NC(C1=C(C=CC=C1F)F)=O methyl (S)-3-(8-(2,6-dichloro-4-fluorophenyl)quinolin-5-yl)-2-(2,6-difluorobenzamido)propanoate